5-(2-fluoro-3-((4-fluoropiperidin-1-yl)methyl)-6-hydroxyphenyl)-1,2,5-thiadiazolidin FC1=C(C(=CC=C1CN1CCC(CC1)F)O)N1CCNS1